5-chloro-2-(((1S,4R)-4-(4-methyl-7H-pyrrolo[2,3-d]pyrimidin-7-yl)cyclopent-2-en-1-yl)oxy)benzonitrile ClC=1C=CC(=C(C#N)C1)O[C@@H]1C=C[C@@H](C1)N1C=CC2=C1N=CN=C2C